C(C=C)(=O)NCCCC[C@@H](C(=O)NCCCCNS(=O)(=O)C1=CC=CC2=C(C=CC=C12)N(C)C)NC(OCC1=CC=CC=C1)=O (S)-benzyl (6-acrylamido-1-((4-(5-(dimethylamino)naphthalene-1-sulfonamido)butyl)amino)-1-oxohexan-2-yl)carbamate